tert-butylperoxy n-butyrate C(CCC)(=O)OOOC(C)(C)C